NC=1C=C(C=C(C1)C(F)(F)F)[C@@H](C)NC=1C2=C(N=C(N1)C)N=C(C(=C2)C(=O)N(C)C)C(C)C (R)-4-(1-(3-amino-5-(trifluoromethyl)phenyl)ethylamino)-7-isopropyl-N,N,2-trimethylpyrido[2,3-d]pyrimidine-6-carboxamide